5-(2-(3-fluoro-3-methylazetidin-1-yl)ethyl)pyrazin-2-ol FC1(CN(C1)CCC=1N=CC(=NC1)O)C